FC1=CC(=C(C=C1)C(C)O)OC(F)(F)F (4-fluoro-2-(trifluoromethoxy)phenyl)ethan-1-ol